ClC1=NN2C(N=CC3=C2C2(C[C@@H]3C(=O)NC=3C=NC(=C(C3)Cl)N3N=CC(=N3)[C@H](C)O)CCC2)=C1 (S)-2'-chloro-N-(5-chloro-6-(4-((S)-1-hydroxyethyl)-2H-1,2,3-triazol-2-yl)pyridin-3-yl)-6',7'-dihydrospiro[cyclobutane-1,8'-cyclopenta[e]pyrazolo[1,5-a]pyrimidine]-6'-carboxamide